OC1(CCC(CC1)COC1=C(C=C(C=C1)S(=O)(=O)N)[N+](=O)[O-])C 4-(((1R,4r)-4-hydroxy-4-methylcyclohexyl)methoxy)-3-nitrobenzenesulfonamide